NC1=NC(=C(C(=N1)O)N)O 2,5-diamino-4,6-dihydroxyl-pyrimidine